5-(4-chloro-6-methoxy-3-pyridyl)-N-[3-chloro-4-[4-(piperidine-4-carbonyl)piperazine-1-carbonyl]phenyl]-1-methyl-imidazole-2-carboxamide ClC1=C(C=NC(=C1)OC)C1=CN=C(N1C)C(=O)NC1=CC(=C(C=C1)C(=O)N1CCN(CC1)C(=O)C1CCNCC1)Cl